C(C)(C)N(C(SC(N(C(C)C)C(C)C)=S)=S)C(C)C Tetraisopropyl-Thiuram Monosulfide